C(CC1=CC=CC=C1)N1C(NC=2N=CNC2C1=O)=O 1-Phenethyl-3,7-dihydro-purine-2,6-dione